7-((1H-indazol-4-yl)methyl)-2-((1H-pyrazolo[3,4-b]pyridin-4-yl)methyl)-9-methyl-7,9-dihydro-8H-pyrido[3',2':4,5]pyrrolo[2,3-d]pyridazin-8-one N1N=CC2=C(C=CC=C12)CN1N=CC2=C(C1=O)N(C1=C2C=CC(=N1)CC1=C2C(=NC=C1)NN=C2)C